C(C)C1=C(C(N(C2=CC=C(C=C12)C1=CC=C(C=C1)C1CCN(CC1)C1COC1)C)=O)C1=CC=C(C=C1)S(=O)(=O)C 4-Ethyl-3-(4-methanesulfonylphenyl)-1-methyl-6-{4-[1-(oxetan-3-yl)piperidin-4-yl]phenyl}-1,2-dihydro-quinolin-2-one